(5-(7,8-Dihydrobenzofuro[4,5-d]thiazol-2-yl)pyridin-3-yl)acetamide N1=C(SC2=C1C=1CCOC1C=C2)C=2C=C(C=NC2)CC(=O)N